C(C=C)(=O)N1C(CN(CC1)C1=NC(=NC=2CC(CCC12)N1CCCC2=CC=C(C=C12)OC)OCCN1CCCC1)CC#N 2-(1-acryloyl-4-(7-(7-methoxy-3,4-dihydroquinolin-1(2H)-yl)-2-(2-(pyrrolidin-1-yl)ethoxy)-5,6,7,8-tetrahydroquinazolin-4-yl)piperazin-2-yl)acetonitrile